(S)-tert-butyl (3-methoxy-1-((4-(3-(1-methyl-1H-pyrazol-3-yl)phenyl)thiazol-2-yl)amino)-1-oxopropan-2-yl)carbamate COC[C@@H](C(=O)NC=1SC=C(N1)C1=CC(=CC=C1)C1=NN(C=C1)C)NC(OC(C)(C)C)=O